ClC=1C(=C(C=C(C1)C(F)(F)F)O)B1OC(C(O1)(C)C)(C)C 3-chloro-2-(4,4,5,5-tetramethyl-1,3,2-dioxaborolan-2-yl)-5-(trifluoromethyl)phenol